4-hydroxy-α-methylphenylglycine OC1=CC=C(C(N)(C(=O)O)C)C=C1